ClC1=CN=C2C=CC(=NC2=C1C=1C=NN(C1)C1CCNCC1)N1[C@H](C[C@@H](C1)F)C1=C(C=CC(=C1)F)F 7-chloro-2-((2R,4S)-2-(2,5-difluorophenyl)-4-fluoropyrrolidin-1-yl)-8-(1-(piperidin-4-yl)-1H-pyrazol-4-yl)-1,5-naphthyridine